2,3,6-trifluoro-5-(3-(((1-isopropyl-1H-pyrazol-5-yl)methyl)(4-methoxybenzyl)amino)-1,2,4-oxadiazol-5-yl)phenol FC1=C(C(=C(C=C1F)C1=NC(=NO1)N(CC1=CC=C(C=C1)OC)CC1=CC=NN1C(C)C)F)O